(S)-7-Fluoro-8-(1-(methyl-d3)-1H-pyrazol-5-yl)-2,3,3a,4-tetrahydro-1H-benzo[b]pyrrolo[1,2-d][1,4]oxazine-9-carbonitrile FC=1C(=C(C2=C(OC[C@H]3N2CCC3)C1)C#N)C1=CC=NN1C([2H])([2H])[2H]